N1CNC2=C1C=CC=C2 1,3-dihydro-2H-benzo[d]Imidazole